4-(4-((6-(4-chlorophenyl)spiro[3.5]Non-6-en-7-yl)methyl)piperazin-1-yl)benzoic acid ethyl ester C(C)OC(C1=CC=C(C=C1)N1CCN(CC1)CC1=C(CC2(CCC2)CC1)C1=CC=C(C=C1)Cl)=O